((1R,5S,6S)-3-(2-((S)-2-methylpiperidin-1-yl)-6-(trifluoromethyl)pyrimidin-4-yl)-3-azabicyclo[3.1.0]hex-6-yl)methanesulfinic acid C[C@@H]1N(CCCC1)C1=NC(=CC(=N1)N1C[C@H]2C([C@H]2C1)CS(=O)O)C(F)(F)F